(Z)-N-(2-(3-((((amino(1-(o-tolyl)cyclopropyl)methylene)amino)oxy)carbonyl)-5-(difluoromethyl)-1H-pyrazol-1-yl)ethyl)acetamide N\C(\C1(CC1)C1=C(C=CC=C1)C)=N/OC(=O)C1=NN(C(=C1)C(F)F)CCNC(C)=O